1,3,5-Trimethyl-1,3,5-triphenylcyclotrisiloxane C[Si]1(O[Si](O[Si](O1)(C)C2=CC=CC=C2)(C)C3=CC=CC=C3)C4=CC=CC=C4